CN1C[C@H]2[C@@H](CC1)CCN2C2=CC=C(N=N2)C2=C(C=CC=C2C(F)(F)F)O |r| 2-[6-[rac-(3aS,7aR)-6-methyl-3,3a,4,5,7,7a-hexahydro-2H-pyrrolo[2,3-c]pyridin-1-yl]pyridazin-3-yl]-3-(trifluoromethyl)phenol